4-((3-Fluoro-1H-indazol-5-yl)ethynyl)-N-((2-fluoropyridin-4-yl)methyl)-[2,4'-bipyrimidin]-2'-amine FC1=NNC2=CC=C(C=C12)C#CC1=NC(=NC=C1)C1=NC(=NC=C1)NCC1=CC(=NC=C1)F